gamma-N-phenylaminopropyltrimethoxysilane C1(=CC=CC=C1)NCCC[Si](OC)(OC)OC